ClC=1N=C2C(=NC1)NC=C2C2=NC(=CC(=N2)N[C@@H]2[C@H](C1CCC2CC1)C(=O)O)C=1SC(=CC1)F (2S,3S)-3-((2-(2-chloro-5H-pyrrolo[2,3-b]pyrazin-7-yl)-6-(5-fluorothiophen-2-yl)pyrimidin-4-yl)amino)bicyclo[2.2.2]octane-2-carboxylic acid